((6-(isopropyl(methyl)amino)-1-oxo-2-(6-(4-(4-oxocyclohexyl)-4H-1,2,4-triazol-3-yl)pyridin-2-yl)-2,3-dihydro-1H-pyrrolo[3,4-c]pyridin-4-yl)methyl)(methyl)carbamate C(C)(C)N(C1=CC2=C(C(=N1)COC(NC)=O)CN(C2=O)C2=NC(=CC=C2)C2=NN=CN2C2CCC(CC2)=O)C